4-(1-((4,4-difluorocyclohexyl)methyl)-4-(difluoromethyl)-3-methyl-1H-pyrazole-5-carboxamido)picolinamide FC1(CCC(CC1)CN1N=C(C(=C1C(=O)NC1=CC(=NC=C1)C(=O)N)C(F)F)C)F